O=C1N2C(OC3=C1C=CC=C3)=NC3=C2C=CC(=C3)CC3=C(C(=O)O)C=CC=C3 2-(12-Oxobenzimidazolo[2,1-b][1,3]benzoxazin-8-yl)methylbenzoic acid